N-methylazocane-4-carboxamide CNC(=O)C1CCNCCCC1